C(C)C1=NN(C=C1)CC1=CC=C(C=C1)O\C=C(\C(F)(F)F)/OCC ethyl-1-[[4-[[(1Z)-2-ethoxy-3,3,3-trifluoro-1-propen-1-yl]oxy]phenyl]methyl]-1H-pyrazole